5-[2-(benzylsulfanyl)ethyl]-3-(oxolan-3-yl)-1,2,4-oxadiazole C(C1=CC=CC=C1)SCCC1=NC(=NO1)C1COCC1